((1S,3S)-3-(2-((R)-1-aminoethyl)-4-fluorophenoxy)cyclobutyl)carbamic acid tert-butyl ester C(C)(C)(C)OC(NC1CC(C1)OC1=C(C=C(C=C1)F)[C@H](C)N)=O